C1=CC=C2C(=C1)C=NC=N2 The molecule is a mancude organic heterobicyclic parent that is naphthalene in which the carbon atoms at positions 1 and 3 have been replaced by nitrogen atoms. It is a mancude organic heterobicyclic parent, a member of quinazolines, an azaarene and an ortho-fused heteroarene.